C1(CC1)CC(=O)NC1=CC(=C(N=N1)C(=O)NC([2H])([2H])[2H])NC1=NC=CC(=C1OC)C1=NOC(=N1)CN(S(=O)(=O)C)C 6-(2-Cyclopropylacetamido)-4-[(3-methoxy-4-{5-[(N-methylmethansulfonamido)methyl]-1,2,4-oxadiazol-3-yl}pyridin-2-yl)amino]-N-(2H3)methylpyridazin-3-carboxamid